FN1OC=CC1 2-fluoroisoxazole